2,5-dimercapto-tetrahydrothiophene SC1SC(CC1)S